tert-Butyl-(5-(2-((7-chloro-2-(2,2,2-trifluoroacetyl)-1,2,3,4-tetrahydroisoquinolin-6-yl)amino)-5-(trifluoromethyl)pyrimidin-4-yl)thiophen-3-yl)carbamate C(C)(C)(C)OC(NC1=CSC(=C1)C1=NC(=NC=C1C(F)(F)F)NC=1C=C2CCN(CC2=CC1Cl)C(C(F)(F)F)=O)=O